ClC1=C(C2=C(NC(O[C@@]23CNC[C@H](C3)C)=O)C=C1)F |&1:8| (4R and S,5'S)-6-Chloro-5-fluoro-5'-methylspiro[benzo[d][1,3]oxazine-4,3'-piperidin]-2(1H)-one